NCCN1N=C(C=C1)NC1=NC=CC(=N1)C1=CC=CC(=N1)C1=NOC(=C1)[C@]1(C(N(CC1)C)=O)O (R)-3-(3-(6-(2-((1-(2-Aminoethyl)-1H-pyrazol-3-yl)amino)pyrimidin-4-yl)pyridin-2-yl)isoxazol-5-yl)-3-hydroxy-1-methylpyrrolidin-2-one